(1S,3S)-3-((6-(4-(bromomethyl)-3-methylisoxazol-5-yl)pyridin-3-yl)oxy)cyclohexane-1-carboxylic acid isopropyl ester C(C)(C)OC(=O)[C@@H]1C[C@H](CCC1)OC=1C=NC(=CC1)C1=C(C(=NO1)C)CBr